[Cu].OC1=NC2=CC=CC=C2C=C1.OC1=NC2=CC=CC=C2C=C1 bis-(hydroxyquinoline) copper